6-(7-(difluoromethoxy)imidazo[1,2-a]pyridin-3-yl)-N-((3S,4S)-4-fluoropyrrolidin-3-yl)pyrazin-2-amine FC(OC1=CC=2N(C=C1)C(=CN2)C2=CN=CC(=N2)N[C@H]2CNC[C@@H]2F)F